FC(OC=1C=C2CC(CC2=CC1)SC=1N=NNC1C(=O)O)(F)F 4-((5-(trifluoromethoxy)-2,3-dihydro-1H-inden-2-yl)thio)-1H-1,2,3-triazole-5-carboxylic acid